C(C)(C)(C)O[C@H](C(=O)OCC=1OC(OC1C)=O)C=1C(=C2C(=NC1C)N(C(=C2C)C)CC2=CC(=C(C=C2)F)F)C2=CC=C(C=C2)Cl (5-methyl-2-oxo-1,3-dioxol-4-yl)methyl (S)-2-(tert-butoxy)-2-(4-(4-chlorophenyl)-1-(3,4-difluorobenzyl)-2,3,6-trimethyl-1H-pyrrolo[2,3-b]pyridin-5-yl)acetate